Dinatrium adipat C(CCCCC(=O)[O-])(=O)[O-].[Na+].[Na+]